OCCNC(C(C(C)C)(C(C)C)C)=O N-(2-hydroxyethyl)-2,3-dimethyl-2-isopropylbutyramide